C1(=C(C=CC=C1)N(C(C(=O)O)=O)CC#C)C1=CC=CC=C1 2-([1,1'-biphenyl]-2-yl-(prop-2-yn-1-yl)amino)-2-oxoacetic acid